C(#N)[C@H]1N(CSC1)C(CNC(=O)C1=CC=NC2=CC=C(C=C12)N1CC2(CCO2)C1)=O (R)-N-(2-(4-Cyanothiazolidin-3-yl)-2-oxoethyl)-6-(1-oxa-6-azaspiro[3.3]heptan-6-yl)quinoline-4-carboxamide